C1(CC1)[C@]1(C(N(C[C@H]1C)C1=C2C(=NC=C1)C=C(O2)C=2C=NN(C2)C2CC2)=O)C#N (3R,4S)-3-cyclopropyl-1-(2-(1-cyclopropyl-1H-pyrazol-4-yl)furo[3,2-b]pyridin-7-yl)-4-methyl-2-oxopyrrolidine-3-carbonitrile